tert-butyl (3R)-3-[(2S)-3-[4-(2-aminoethoxy)phenyl]-1-(tert-butoxy)-1-oxopropane-2-yl]pyrrolidine-1-carboxylate NCCOC1=CC=C(C=C1)C[C@H](C(=O)OC(C)(C)C)[C@@H]1CN(CC1)C(=O)OC(C)(C)C